4-propyl-N,N-dimethylnaphthalen-1-amine C(CC)C1=CC=C(C2=CC=CC=C12)N(C)C